CN(C(CCCCCCCCCCC)=O)C N,N-dimethyldodecanoic acid amide